FC(C(=O)NC(C#C)C=1C(NC(N([C@H]2C[C@H](O)[C@@H](CO)O2)C1)=O)=O)(F)F 5-(N-trifluoroacetyl-aminopropargyl)-2'-deoxyuridine